(3-(benzylcarbamoyl)thiophen-2-yl)-4-(pyridin-2-yl)piperazine-1-carboxamide C(C1=CC=CC=C1)NC(=O)C1=C(SC=C1)C1N(CCN(C1)C1=NC=CC=C1)C(=O)N